2-(tert-butoxycarbonylamino)-2-(2-chloro-3-fluorophenyl)acetic acid C(C)(C)(C)OC(=O)NC(C(=O)O)C1=C(C(=CC=C1)F)Cl